O=S1(CC(C=C1)NC(=O)C=1C(NC2=CC(=CC=C2C1)C(=C)C)=O)=O N-(1,1-dioxido-2,3-dihydrothiophen-3-yl)-2-oxo-7-(prop-1-en-2-yl)-1,2-dihydroquinoline-3-carboxamide